NC(COCCOCC)N diamino-3,6-dioxaoctane